diethyl-bicyclo[2.2.2]oct-2-ene-2,3-dicarboxylic acid C(C)C12C(=C(C(CC1)(CC2)CC)C(=O)O)C(=O)O